C(C1=CC=CC=C1)NC1=C(N=C2C(=NC(=NC2=N1)N1CCNCC1)N1CCCC1)Cl N-benzyl-6-chloro-2-piperazin-1-yl-4-pyrrolidin-1-ylpteridin-7-amine